(4-(2-aminopyrimidin-4-yl)-2-methylbenzyl)-2-(trifluoromethyl)thiazole-5-carboxamide NC1=NC=CC(=N1)C1=CC(=C(CC=2N=C(SC2C(=O)N)C(F)(F)F)C=C1)C